2-Cyclopropyl-N-[(3,5-difluoro-phenyl)-methyl]-4-methyl-6-morpholin-4-yl-pyridine-3-carboxylic acid amide C1(CC1)C1=NC(=CC(=C1C(=O)NCC1=CC(=CC(=C1)F)F)C)N1CCOCC1